C(C)C1CCC(N(C1)C(=O)OC(C)(C)C)=O tert-butyl 5-ethyl-2-oxo-piperidine-1-carboxylate